borane phosphoroamidate P(O)(O)(=O)N.B